(S)-2-(4-(7-(8-chloronaphthalen-1-yl)-8-fluoro-2-((1-(pyrrolidin-1-ylmethyl)cyclopropyl)methoxy)quinazolin-4-yl)-1-(2-fluoroacryloyl)piperazin-2-yl)acetonitrile ClC=1C=CC=C2C=CC=C(C12)C1=CC=C2C(=NC(=NC2=C1F)OCC1(CC1)CN1CCCC1)N1C[C@@H](N(CC1)C(C(=C)F)=O)CC#N